1-{[(4S,7S)-7-fluoro-6-oxo-5-azaspiro[2.4]hept-4-yl]methoxy}-7-methoxyisoquinoline-6-carboxamide F[C@@H]1C(N[C@@H](C12CC2)COC2=NC=CC1=CC(=C(C=C21)OC)C(=O)N)=O